FC1=CC=C(C=C1)[C@@H]1N([C@@H](COC1)C)C(=O)NCCCCC (3S,5R)-3-(4-fluorophenyl)-5-methyl-N-pentylmorpholine-4-carboxamide